(2S,5R)-2-isopropyl-3,6-dimethoxy-5-(4,4,4-trifluorobutyl)-2,5-dihydropyrazine C(C)(C)[C@@H]1N=C([C@H](N=C1OC)CCCC(F)(F)F)OC